3,3,5,5-tetramethyl-piperidine CC1(CNCC(C1)(C)C)C